tert-butyl (4-amino-1-(tetrahydro-2H-pyran-2-yl)-6-(4H-1,2,4-triazol-4-yl)-1H-indazol-3-yl)(methyl)carbamate NC1=C2C(=NN(C2=CC(=C1)N1C=NN=C1)C1OCCCC1)N(C(OC(C)(C)C)=O)C